4-(3,5-difluorophenyl)-7H-pyrrolo[2,3-d]pyrimidine FC=1C=C(C=C(C1)F)C=1C2=C(N=CN1)NC=C2